1-(tert-Butyl)-5-fluoro-N-(2-fluoro-4-methyl-5-(2-methyl-5-morpholino-[1,2,4]triazolo[1,5-a]pyridin-7-yl)phenyl)-1H-pyrazole-4-carboxamide C(C)(C)(C)N1N=CC(=C1F)C(=O)NC1=C(C=C(C(=C1)C1=CC=2N(C(=C1)N1CCOCC1)N=C(N2)C)C)F